1-((5S,7s,10S)-1-Benzyl-3-methyl-2,4-dioxo-1,3-diazadispiro[4.1.57.15]tridecan-10-yl)-3-butyl-5-(diaminomethylene)pyrimidine-2,4,6(1H,3H,5H)-trione C(C1=CC=CC=C1)N1C(N(C(C12CC1(CCC(CC1)N1C(N(C(C(C1=O)=C(N)N)=O)CCCC)=O)C2)=O)C)=O